FC1=CC=C(CC2=CC3=C(OC[C@@H](N3C(=O)OC(C)(C)C)C)N=C2C(NC(C)C)=O)C=C1 tert-butyl (S)-7-(4-fluorobenzyl)-6-(isopropylcarbamoyl)-2-methyl-2,3-dihydro-1H-pyrido[2,3-b][1,4]oxazine-1-carboxylate